11-hydroxy-2-methyl-7-nitro-4-oxa-1-azatricyclo[7.3.1.05,13]trideca-5,7,9(13),10-tetraen-12-one OC1=CC=2C=C(C=C3OCC(N(C1=O)C32)C)[N+](=O)[O-]